N-(6-(6-(morpholinomethyl)pyridin-3-yl)quinolin-4-yl)benzo[d]thiazol-5-amine O1CCN(CC1)CC1=CC=C(C=N1)C=1C=C2C(=CC=NC2=CC1)NC=1C=CC2=C(N=CS2)C1